4-{5-[6-chloro-4-(methylamino)pyridin-3-yl]-1,3,4-thiadiazol-2-yl}cyclohexane-1-carboxylate ClC1=CC(=C(C=N1)C1=NN=C(S1)C1CCC(CC1)C(=O)[O-])NC